C(CCCCCCCCC)(=O)OC[C@]1(O[C@H](C[C@@H]1OC(C1=CC=CC=C1)(C1=CC=CC=C1)C1=CC=C(C=C1)OC)N1C=CC2=C1N=C(N=C2NC(C2=CC=CC=C2)(C2=CC=CC=C2)C2=CC=C(C=C2)OC)Cl)C#C ((2R,3S,5R)-5-(2-chloro-4-(((4-methoxyphenyl)diphenylmethyl)amino)-7H-pyrrolo[2,3-d]pyrimidin-7-yl)-2-ethynyl-3-((4-methoxyphenyl)diphenylmethoxy)tetrahydrofuran-2-yl)methyl decanoate